C1(CC1)C1=C(C=CC=C1)B(O)O 2-cyclopropylphenyl-boronic acid